3-[(4-bromo-3,5-dimethylphenyl)phenylamino]pyridine BrC1=C(C=C(C=C1C)N(C=1C=NC=CC1)C1=CC=CC=C1)C